C(CC)O[Si](O[Si](OCCC)(OCCC)CCCN([Si](C)(C)C)[Si](C)(C)C)(OCCC)CCCN([Si](C)(C)C)[Si](C)(C)C N,N'-((1,1,3,3-tetrapropoxydisiloxane-1,3-diyl)bis(propan-3,1-diyl))bis(1,1,1-trimethyl-N-(trimethylsilyl)silanamine)